ClC1=C2C(=C(N=C1)OC)N(C(=C2)C(=O)OCC)COCC[Si](C)(C)C ethyl 4-chloro-7-methoxy-1-{[2-(trimethylsilyl)ethoxy]methyl}-1H-pyrrolo[2,3-c]pyridine-2-carboxylate